C1(=CC=CC2=CC=CC=C12)[NH-].O1C(=CC(=O)C2=CC=CC=C12)C1=CC=CC=C1 Flavone-naphthylamide